I(=O)(=O)CC(CN(C)C)I(=O)=O 1,2-diiodoxy-3-dimethylaminopropane